C(=C(CC(=O)OCCCC)C(=O)OCCCC)C(=O)OCCCC Tributyl prop-1-ene-1,2,3-tricarboxylate